BrC1=CC=C(C(=N1)NC([C@H](C)NC)=O)C (S)-N-(6-bromo-3-methylpyridin-2-yl)-2-(methylamino)propionamide